O=C1N(C(C2=CC(=CC=C12)NC(C(F)(F)F)=O)=O)COCC[Si](C)(C)C N-(1,3-dioxo-2-((2-(trimethylsilyl)ethoxy)methyl)isoindolin-5-yl)-2,2,2-trifluoroacetamide